IC=1C=NN(C1C(=O)N[C@H](C(=O)NC=1C(N(C=CC1)CC(=O)NC1C2CC3CC(CC1C3)C2)=O)CCC(C(=O)NC)=O)C (S)-2-(4-Iodo-1-methyl-1H-pyrazol-5-carboxamido)-N1-(1-(2-(2-adamantylamino)-2-oxoethyl)-2-oxo-1,2-dihydropyridin-3-yl)-N6-methyl-5-oxohexandiamid